C(C)N(CC)C1(N(C2(C3=CC=CC=C3OC=3C=CC=CC23)C2=CC=CC=C12)N=CC1=CC=CC2=CC=CC=C12)N(CC)CC bis(diethylamino)-2-(naphthalene-1-ylmethylideneamino)spiro[isoindoline-1,9'-xanthene]